CC=1C(=C(C(C1)(C)[Zn]C1(C(=C(C(=C1)C)C)C)C)C)C bis(tetramethylcyclopentadienyl)zinc